C(C1=CC=CC=C1)OC1=C(C(=C(C(=O)OCC2=CC=CC=C2)C=C1)Br)C=O benzyl 4-(benzyloxy)-2-bromo-3-formylbenzoate